COCCC1NCC=C(C1)B1OC(C(O1)(C)C)(C)C (2-methoxyethyl)-4-(4,4,5,5-tetramethyl-1,3,2-dioxaborolan-2-yl)-3,6-dihydro-2H-pyridine